3-Fluoro-5-(4-methylpyridin-3-yl)phenol FC=1C=C(C=C(C1)C=1C=NC=CC1C)O